NCC1=NNC(C2=CC=C(C=C12)C=1C=NN(C1C1=C(C2=CC=CC=C2C=C1F)C#N)C)=O 2-(4-(4-(aminomethyl)-1-oxo-1,2-dihydrophthalazin-6-yl)-1-methyl-1H-pyrazol-5-yl)-3-fluoro-1-naphthonitrile